((2R,4S)-2-(2,5-difluorophenyl)-4-fluoropyrrolidin-1-yl)-3-((Z)-4-(piperazin-1-yl)styryl)imidazo[1,2-b]pyridazine FC1=C(C=C(C=C1)F)[C@@H]1N(C[C@H](C1)F)C=1N=C2N(N=CC=C2)C1\C=C/C1=CC=C(C=C1)N1CCNCC1